10,10',10''-(3,5-bis(3-methyl-3H-imidazo[4,5-b]pyridin-2-yl)benzene-1,2,4-triyl)tris(5-methyl-5,10-dihydrophenazine) CN1C(=NC=2C1=NC=CC2)C=2C(=C(C=C(C2N2C1=CC=CC=C1N(C=1C=CC=CC21)C)C2=NC=1C(=NC=CC1)N2C)N2C1=CC=CC=C1N(C=1C=CC=CC21)C)N2C1=CC=CC=C1N(C=1C=CC=CC21)C